(2-methoxypyrrolidine-1-yl)ethane COC1N(CCC1)CC